FC(OC1=CC(=NN1)NC1=NC(=CN=C1)O[C@@H]1[C@@H]([C@H]2CC[C@@H](C1)N2)F)F N-(5-(difluoromethoxy)-1H-pyrazol-3-yl)-6-(((1R,2R,3S,5S)-2-fluoro-8-azabicyclo[3.2.1]octan-3-yl)oxy)pyrazin-2-amine